FC([C@](N)(CCCNC(N)=N)C(=O)O)F α-difluoromethyl-arginine